4-(3,4-dimethoxyphenyl)-4-oxobutanoic acid COC=1C=C(C=CC1OC)C(CCC(=O)O)=O